3-[2-(4-Fluorophenoxy)ethyl]-2-[5-methyl-2-(pyrimidin-2-yl)benzoyl]-2-azabicyclo[3.1.1]heptan FC1=CC=C(OCCC2N(C3CC(C2)C3)C(C3=C(C=CC(=C3)C)C3=NC=CC=N3)=O)C=C1